[Cl-].C1=CC=CC2=CC3=CC=CC=C3C(=C12)C1=CC=[N+](C=C1)CC(=O)NNC(=O)OC(C)(C)C 4-(anthracen-9-yl)-1-(2-(2-(tert-butoxycarbonyl)hydrazino)-2-oxoethyl)pyridin-1-ium chloride